3,3'-(((((2-(2-carboxy-2-(pyrrolidin-3-yl)ethyl)-1-methyl-1H-benzo[d]imidazol-7-yl)methyl)azanediyl)bis(methylene))bis(3,1-phenylene))bis(2-(pyrrolidin-3-yl)propanoic acid) C(=O)(O)C(CC1=NC2=C(N1C)C(=CC=C2)CN(CC=2C=C(C=CC2)CC(C(=O)O)C2CNCC2)CC=2C=C(C=CC2)CC(C(=O)O)C2CNCC2)C2CNCC2